N(CCC(C(=O)N)Cl)(CCC(C(=O)N)Cl)CCC(C(=O)N)Cl nitrilotris(ethane-2,1-diyl)tris(2-chloroacetamide)